5-(Naphthalen-1-ylmethyl)-2-thioxodihydropyrimidine-4,6(1H,5H)-dione C1(=CC=CC2=CC=CC=C12)CC1C(NC(NC1=O)=S)=O